C[C@]12CC[C@H]3[C@H]([C@@H]1CCC2=O)CC(=O)C4=CC(=O)CC[C@]34C androstenetrione